BrC1=CC=2C3=C(C=NC2C=C1F)N(C(C31CN(C1)CC(C)C)=O)C 8'-Bromo-7'-fluoro-1-isobutyl-3'-methylspiro[azetidine-3,1'-pyrrolo[2,3-c]quinolin]-2'(3'H)-one